Cl.FC1=C(C=CC=C1)C=1N(C=C(C1)CNC)S(=O)(=O)C=1C=C(C=CC1)SCC(=O)NC ((3-((2-(2-fluorophenyl)-4-((methylamino)methyl)-1H-pyrrol-1-yl)sulfonyl)phenyl)thio)-N-Methylacetamide hydrochloride